N-(3-chlorophenyl)-2-(4-(3-fluoro-5-methoxy-4-((1-trityl-1H-1,2,4-triazol-3-yl)methoxy)phenyl)-3-methyl-2-oxo-6-(trifluoromethyl)-2,3-dihydro-1H-benzo[d]imidazol-1-yl)acetamide ClC=1C=C(C=CC1)NC(CN1C(N(C2=C1C=C(C=C2C2=CC(=C(C(=C2)OC)OCC2=NN(C=N2)C(C2=CC=CC=C2)(C2=CC=CC=C2)C2=CC=CC=C2)F)C(F)(F)F)C)=O)=O